ClC1=C(C=C(C=C1)N1CC2(C3=NC(=CC=C31)C(=O)O)CCC2)F 1'-(4-chloro-3-fluorophenyl)-1',2'-dihydrospiro[cyclobutane-1,3'-pyrrolo[3,2-b]pyridine]-5'-carboxylic acid